NCC1=CC=C(C=C1)S(=O)(=O)NC=1C=CC=C2C(=CNC12)Cl 4-(aminomethyl)-N-(3-chloro-1H-indol-7-yl)benzenesulfonamide